C(C)(=O)C1=NN(C2=CC=C(C=C12)C=1C=NN(C1)C1=NC=C(C=N1)F)CC(=O)O (3-acetyl-5-(1-(5-fluoropyrimidin-2-yl)-1H-pyrazol-4-yl)-1H-indazol-1-yl)acetic acid